2-((2-bromo-[1,1'-biphenyl]-3-yl)methoxy)-4-methoxy-6-(pyridin-3-ylmethoxy)pyrimidine BrC1=C(C=CC=C1COC1=NC(=CC(=N1)OC)OCC=1C=NC=CC1)C1=CC=CC=C1